COCC(C1=CC=CC=C1)N(CCCCN1N=CC=C(C1=O)C1=CC=CC=C1)C 2-(4-((2-Methoxy-1-phenylethyl)(methyl)amino)butyl)-4-phenylpyridazin-3(2H)-on